NC1=CC(=C(C=C1)C=1N(C2=C(N1)C(N(C21C(NC2=CC(=CC=C21)Cl)=O)C2=CC(=C(C=C2)F)Cl)=O)C(C)C)OC 2'-(4-amino-2-methoxyphenyl)-6-chloro-5'-(3-chloro-4-fluorophenyl)-3'-isopropyl-3'H-spiro[indoline-3,4'-pyrrolo[3,4-d]imidazole]-2,6'(5'H)-dione